tert-butyl 3-iodo-2-((4-chlorobenzyl) oxy)-5,8-dihydro-1,7-naphthyridine-7(6H)-carboxylate IC=1C(=NC=2CN(CCC2C1)C(=O)OC(C)(C)C)OCC1=CC=C(C=C1)Cl